ClC1=C(C=C(OCC(=O)N[C@@H]2CN[C@H](CC2)C=2OC(=NN2)OCCC(C)C)C=C1)F 2-(4-chloro-3-fluorophenoxy)-N-[(3S,6R)-6-[5-(3-methylbutoxy)-1,3,4-oxadiazol-2-yl]piperidin-3-yl]acetamide